2-{[(2-amino-6-{[(1,3-oxazol-2-yl)amino]methyl}phenyl)carbamothioyl]amino}-2-(3-chloro-4-fluorophenyl)propyl 2,2-dimethylpropanoate CC(C(=O)OCC(C)(C1=CC(=C(C=C1)F)Cl)NC(NC1=C(C=CC=C1CNC=1OC=CN1)N)=S)(C)C